(3S,4S)-4-[4-amino-3-(4-phenoxyphenyl)pyrazolo[3,4-d]pyrimidin-1-yl]-3-fluoro-piperidine-1-carboxylate NC1=C2C(=NC=N1)N(N=C2C2=CC=C(C=C2)OC2=CC=CC=C2)[C@@H]2[C@H](CN(CC2)C(=O)[O-])F